ClC=1C(N(C(=CN1)SC1=C(C(=CC=C1)Cl)Cl)C)=O 3-chloro-6-((2,3-dichlorophenyl)thio)-1-methylpyrazin-2(1H)-one